FC1(CC(N(CC1)C1=CC=C(C=C1)C1CN(C1)C(=O)N1C[C@H](CC1)C1=NC=NN1)C(=O)N)F |r| 4,4-Difluoro-1-[4-[1-[rac-(3S)-3-(1H-1,2,4-triazol-5-yl)pyrrolidine-1-carbonyl]azetidin-3-yl]phenyl]piperidine-2-carboxamide